5-ethyl-N-(2-methoxyphenyl)-1H-pyrrole-2-carboxamide C(C)C1=CC=C(N1)C(=O)NC1=C(C=CC=C1)OC